CN1C(=NC=C1)CNCCNCC=1N(C=CN1)C N,N'-bis[(N-methylimidazol-2-yl)-methyl]ethylenediamine